2-nitrophenyl β-d-galactopyranoside O([C@H]1[C@H](O)[C@@H](O)[C@@H](O)[C@H](O1)CO)C1=C(C=CC=C1)[N+](=O)[O-]